3,4-difluoro-2-(2-fluoro-4-iodoanilino)-5-[[2-fluoro-3-(2-methylpropylsulfonylamino)phenyl]methyl]benzamide FC=1C(=C(C(=O)N)C=C(C1F)CC1=C(C(=CC=C1)NS(=O)(=O)CC(C)C)F)NC1=C(C=C(C=C1)I)F